(S)-6-(((1-(6-aminopyridin-3-yl)piperidin-3-yl)((6-chloropyridin-3-yl)methyl)amino)methyl)-9,10-difluoro-2,3-dihydro-7H-[1,4]oxazino[2,3,4-ij]quinolin-7-one NC1=CC=C(C=N1)N1C[C@H](CCC1)N(CC=1C=NC(=CC1)Cl)CC1=CN2C3=C(C(=C(C=C3C1=O)F)F)OCC2